(1,1'-biphenyl)-2-ol C=1(C(=CC=CC1)O)C1=CC=CC=C1